(R)-4-(pyridin-2-ylmethyl)-N-((tetrahydrofuran-3-yl)methyl)-3,4-dihydroquinoxaline-1(2H)-carboxamide N1=C(C=CC=C1)CN1CCN(C2=CC=CC=C12)C(=O)NC[C@@H]1COCC1